N-(3-(trifluoromethyl)phenyl)thieno[3,2-d]pyrimidin-4-amine FC(C=1C=C(C=CC1)NC=1C2=C(N=CN1)C=CS2)(F)F